(S)-glutamic acid N,N-diacetic acid tetrasodium salt [Na+].[Na+].[Na+].[Na+].C(CN([C@@H](CCC(=O)[O-])C(=O)[O-])CC(=O)[O-])(=O)[O-]